(R)-1-(4-fluorophenyl)-1-(2-(4-(6-(1-(methyl-d3)-1H-pyrazol-4-yl)pyrrolo[2,1-f][1,2,4]triazin-4-yl)piperazin-1-yl)pyrimidin-5-yl)ethylamine FC1=CC=C(C=C1)[C@](C)(C=1C=NC(=NC1)N1CCN(CC1)C1=NC=NN2C1=CC(=C2)C=2C=NN(C2)C([2H])([2H])[2H])N